F[C@H]1CN(CC[C@H]1OC)C1=NC=CC(=N1)NC=1N=CC2=C(C=CC(=C2C1)[C@@H]1CN(CCC1)C(C#CC)=O)N1CC(C1)CS(=O)(=O)C 1-((R)-3-(3-((2-((3S,4R)-3-fluoro-4-methoxypiperidin-1-yl)pyrimidin-4-yl)amino)-8-(3-((methylsulfonyl)methyl)azetidin-1-yl)isoquinolin-5-yl)piperidin-1-yl)but-2-yn-1-one